5-chloro-N-(2-((2S,6S)-2,6-dimethylmorpholinyl)-5-fluoropyrimidin-4-yl)pyridazin-3-amine ClC=1C=C(N=NC1)NC1=NC(=NC=C1F)N1C[C@@H](O[C@H](C1)C)C